C1(=CC=CC=C1)C(C=1SC=CC1)S(=O)(=O)C1=CC=CC=C1 2-(phenyl-(phenylsulfonyl)methyl)thiophene